CC1(COC(OC1)CC1(CC=CC1)C(C[N+](=O)[O-])O)C 1-{1-[(5,5-Dimethyl-1,3-dioxan-2-yl)methyl]cyclopent-3-en-1-yl}-2-nitroethan-1-ol